4-(5-(trifluoromethoxy)pyridin-2-yl)-1H-1,2,3-triazole-5-carboxylic acid 2,2,2-trifluoroacetate FC(C(=O)O)(F)F.FC(OC=1C=CC(=NC1)C=1N=NNC1C(=O)O)(F)F